C1(=C(C=CC=C1)C1C2C=CC(C1)C2)C 5-Tolyl-2-norbornen